N1N=CC2=CC(=CC=C12)NC1=NC(=NC2=CC=CC=C12)C=1C=C(OCC(=O)NC(C)C)C=CC1 2-{3-[4-(1H-indazol-5-ylamino)-2-quinazolinyl]phenoxy}-N-(prop-2-yl)acetamide